C(#N)N=C(N=C(N)N)N 2-cyano-1-(diaminomethylene)guanidine